1-(5'-Fluoro-4-((2R,3S)-2-methyl-3-((methylsulfonyl)methyl)azetidin-1-yl)-[2,2'-bipyridin]-6-yl)-6-(4-methoxypyridin-3-yl)-4-methyl-1H-pyrazolo[4,3-c]pyridine FC=1C=CC(=NC1)C1=NC(=CC(=C1)N1[C@@H]([C@H](C1)CS(=O)(=O)C)C)N1N=CC=2C(=NC(=CC21)C=2C=NC=CC2OC)C